ClC[C@]1([C@@H](C[C@@H](O1)N1C(NC(C(=C1)C)=O)=O)OC(C1=CC=CC=C1)(C1=CC=CC=C1)C1=CC=C(C=C1)OC)CO 1-[(2R,4R,5R)-5-(chloromethyl)-5-(hydroxymethyl)-4-[(4-methoxyphenyl)diphenylmethoxy]oxolan-2-yl]-5-methyl-3H-pyrimidine-2,4-dione